[Hg]F mercury fluoride